COC1=CC=C(\C=C/2\ON(OS2)CCCCCCC(=O)NO)C=C1 (Z)-7-(5-(4-methoxybenzylidene)-2,4-dioxathiazolidine-3-yl)-N-hydroxyheptanamide